5-(2-chloroethyl)-4-methyl-1,3-thiazole ClCCC1=C(N=CS1)C